C[C@@H]1CNCC(N1)=O (R)-6-methylpiperazin-2-one